(1-(2,5-difluorophenyl)-2-methoxyethyl)-3-iodo-1H-pyrazolo[3,4-c]pyridine FC1=C(C=C(C=C1)F)C(COC)N1N=C(C=2C1=CN=CC2)I